C(C)(C)(C)CN(C(=O)OC(C(C1=CC=CC=C1)(C)C)CC)CC=1SC(=CC1)C(CBr)=O Dimethyl-Phenyl-2-Butanol tert-butyl-((5-(2-bromoacetyl)thiophen-2-yl)methyl)(methyl)-carbamate